5-(4-((1-(5-chloro-4-((1-methyl-2-oxo-3-(2-oxopropoxy)-1,2-dihydroquinolin-6-yl)amino)pyrimidin-2-yl)piperidin-4-yl)oxy)piperidin-1-yl)-2-(2,6-dioxopiperidin-3-yl)isoindoline-1,3-dione ClC=1C(=NC(=NC1)N1CCC(CC1)OC1CCN(CC1)C=1C=C2C(N(C(C2=CC1)=O)C1C(NC(CC1)=O)=O)=O)NC=1C=C2C=C(C(N(C2=CC1)C)=O)OCC(C)=O